ClC=C=C Chloropropenen